5-bromo-7-(3-bromophenyl)-6,7-dihydro-5H-cyclopenta[b]pyridin-7-ol BrC1CC(C2=NC=CC=C21)(O)C2=CC(=CC=C2)Br